3,3-Dimethyldihydrofuran-2,5-dione CC1(C(OC(C1)=O)=O)C